2,3-Dibromo-5-(ethoxymethyl)-6-methylpyridine BrC1=NC(=C(C=C1Br)COCC)C